5-Amino-1,3,4-thiadiazol-2-thiol NC1=NN=C(S1)S